OC(CS(=O)(=O)O)CO 2,3-Dihydroxypropanesulfonic acid